C(C)OC(=O)[C@H]1CC([C@H](C1)NC(=O)OC(C)(C)C)(F)F (1R,4S)-4-((tert-Butoxycarbonyl)amino)-3,3-difluorocyclopentanecarboxylic acid ethyl ester